tert-butyl 3-{[1-(trifluoromethyl)cyclopropyl]carbamoyl}-4H,5H,6H,7H-pyrazolo[1,5-a]pyrazine-5-carboxylate FC(C1(CC1)NC(=O)C=1C=NN2C1CN(CC2)C(=O)OC(C)(C)C)(F)F